7-((5-chloropyridin-2-yl)methyl)-1-(3-hydroxypropyl)-3-methyl-8-(4-(trifluoromethyl)phenoxy)-1H-purine-2,6(3H,7H)-dione ClC=1C=CC(=NC1)CN1C(=NC=2N(C(N(C(C12)=O)CCCO)=O)C)OC1=CC=C(C=C1)C(F)(F)F